1-(5-((4-isobutylpiperazin-1-yl)methyl)pyrazolo[1,5-a]pyridin-3-yl)dihydropyrimidine-2,4(1H,3H)-dione C(C(C)C)N1CCN(CC1)CC1=CC=2N(C=C1)N=CC2N2C(NC(CC2)=O)=O